5'-chloro-2'-({[3-(dimethylamino)propyl](methyl)amino}methyl)-7',8'-dihydro-6'H-spiro[cyclohexane-1,9'-furo[2,3-f]quinazoline]-7'-one ClC=1C=C2C(=C3C4(NC(NC13)=O)CCCCC4)OC(=C2)CN(C)CCCN(C)C